pyrimido[5,4-b]pyrrolizin N1=CN=CC=2CC3=CC=CN3C21